C(C)(=O)[C@@]1([C@@](C(=O)OC1=O)(O)C(C)=O)O diacetyl-D-tartaric anhydride